N-(3-(5-fluoropyrimidin-2-yl)-4-methylphenyl)-3-methyl-6-azabicyclo[3.1.1]heptane-6-carboxamide FC=1C=NC(=NC1)C=1C=C(C=CC1C)NC(=O)N1C2CC(CC1C2)C